methyl 3-amino-7-methoxy-1,8-naphthyridin-4-carboxylate NC=1C=NC2=NC(=CC=C2C1C(=O)OC)OC